2,2-Bis((4-bromophenyl)selanyl)-1-phenylethan-1-one BrC1=CC=C(C=C1)[Se]C(C(=O)C1=CC=CC=C1)[Se]C1=CC=C(C=C1)Br